NCCCCN1C2=C(N(C(C3=C1C=C(C=C3)Cl)=O)CCOCCOCCOC)C=CC=C2 5-(4-Aminobutyl)-3-chloro-10-[2-[2-(2-methoxyethoxy)ethoxy]ethyl]-5,10-dihydro-11H-dibenzo[b,e][1,4]diazepin-11-one